6-(2-methoxyphenyl)-3-(((R)-7-((2S,4R)-4-morpholino-2-phenylpiperidine-1-carbonyl)-7-azaspiro[4.5]dec-10-yl)methyl)pyrimidin-4(3H)-one COC1=C(C=CC=C1)C1=CC(N(C=N1)C[C@@H]1CCN(CC12CCCC2)C(=O)N2[C@@H](C[C@@H](CC2)N2CCOCC2)C2=CC=CC=C2)=O